phenyl ether compound with boron [B].C1(=CC=CC=C1)OC1=CC=CC=C1